C1(=CC=CC=C1)C1=CC(=NC(=C1)C(F)(F)F)C1=CC(=CC=C1)F 4-phenyl-2-(3-fluorophenyl)-6-(trifluoromethyl)pyridine